O=C([C@H](O)[C@@H](O)[C@H](O)[C@H](O)CO)O.C=1([O-])C([O-])=CC=CC1.C=1([O-])C([O-])=CC=CC1.[Ti+4] titanium bis-catecholate mono-gluconate